S1CC=CC2=CC3=CC=CC=C3C=C12 thiaanthracene